N-((1R)-3-cyano-3-azabicyclo[3.1.0]hexan-1-yl)-5-(3-(phenylthio)pyridin-4-yl)-1H-pyrazole-3-carboxamide C(#N)N1C[C@]2(CC2C1)NC(=O)C1=NNC(=C1)C1=C(C=NC=C1)SC1=CC=CC=C1